C(C)(C)(C)OC(=O)N1CC([C@@H](CC1)N1CCN(CC1)C(=O)OCC1=CC=CC=C1)(F)F benzyl (R)-4-(1-(tert-butoxycarbonyl)-3,3-difluoropiperidin-4-yl)piperazine-1-carboxylate